tricyclododecanedimethanol diacrylate C(C=C)(=O)O.C(C=C)(=O)O.C1(CCCCCCCCCCC1)(CO)CO.C1(CCCCCCCCCCC1)(CO)CO.C1(CCCCCCCCCCC1)(CO)CO